N=1C=CN2N=C(C=CC21)NC2=NN1C(C=C(C=C1)C1=C(C=NC(=C1)C)OCC(C#N)(C)C)=C2 3-[[4-[2-(imidazo[1,2-b]pyridazin-6-ylamino)pyrazolo[1,5-a]pyridin-5-yl]-6-methyl-3-pyridyl]oxy]-2,2-dimethyl-propanenitrile